C(C)(C)(C)OC(=O)C=1C=C(C=CC1)NC1(CCN(CC1)C(=O)OC(C)(C)C)C1=NN=C(N1)C1=NC=NC=C1 tert-Butyl 4-{[3-(tert-butoxycarbonyl)phenyl]amino}-4-[5-(pyrimidin-4-yl)-4H-1,2,4-triazol-3-yl]piperidine-1-carboxylate